C(C1=CC=CC=C1)OC=1C=2C3=C(N(C2C=CC1)C1=CC=C(C=C1)F)C(COC31CC(C1)C1=CC=C(C(=O)OCC)C=C1)(C)C ethyl 4-(9'-(benzyloxy)-5'-(4-fluorophenyl)-4',4'-dimethyl-4',5'-dihydro-3'H-spiro[cyclobutane-1,1'-pyrano[4,3-b]indol]-3-yl)benzoate